C(C)N(CC)CC.P(=O)(O)(O)OC1=C(C(=C(C=C1)C1=CC=CC=C1)C1=CC=CC=C1)C1=CC=CC=C1 triphenyl-phenol phosphate triethylamine salt